3-(4-methylpiperazin-1-yl)propane-1-amine CN1CCN(CC1)CCCN